CC1CCNC=C1 4-methyl-3,4-dihydro-2H-pyridine